1-bromo-4-propyl-1,4-disilacyclohexane Br[SiH]1CC[SiH](CC1)CCC